FCC1=CC=C(C=C1)C=1C=C(C(N(N1)C=1C=NC=CC1)=O)C(=O)N[C@H](CO)C 6-[4-(fluoromethyl)phenyl]-N-[(2S)-1-hydroxypropan-2-yl]-3-oxo-2-(pyridin-3-yl)-2,3-dihydropyridazine-4-carboxamide